OC[C@H](C1=CC=CC=C1)NC1=CC(=NC=C1C1=NC(=NO1)C1=CC=NC=C1)NC=1N=CC2=C(N1)C(N(C2=O)CCC)(C)C (S)-2-((4-((2-hydroxy-1-phenylethyl)amino)-5-(3-(pyridin-4-yl)-1,2,4-oxadiazol-5-yl)pyridin-2-yl)amino)-7,7-dimethyl-6-propyl-6,7-dihydro-5H-pyrrolo[3,4-d]pyrimidin-5-one